COC1=NC=CC(=C1)C1=C2C=NNC2=C(C=C1)C1=CC=C(N=N1)N(C1CC2CCC(C1)N2C(=O)OC(C)(C)C)C tert-butyl (exo)-3-({6-[4-(2-methoxypyridin-4-yl)-1H-indazol-7-yl]pyridazin-3-yl}(methyl)amino)-8-azabicyclo[3.2.1]octane-8-carboxylate